alpha-keto-beta-methylpentanoic acid O=C(C(=O)O)C(CC)C